S(=O)(=O)([O-])C(F)(F)C(F)(F)C(F)(F)C(F)(F)F.[NH+]1=CC=CC=C1 Pyridinium nonaflate